2-(2-fluorophenyl)-5-(morpholin-4-yl)-N-[(3S)-2-oxo-5-phenyl-2,3-dihydro-1H-1,4-benzodiazepine-3-Yl]pyrazolo[1,5-a]pyrimidine-3-carboxamide FC1=C(C=CC=C1)C1=NN2C(N=C(C=C2)N2CCOCC2)=C1C(=O)N[C@@H]1C(NC2=C(C(=N1)C1=CC=CC=C1)C=CC=C2)=O